2-chloro-6-(4-trifluoromethoxyphenyl)pyrimidine-4-carboxylic acid potassium salt [K+].ClC1=NC(=CC(=N1)C(=O)[O-])C1=CC=C(C=C1)OC(F)(F)F